(R)-3-[1-(2-amino-6-methyl-pyrimidin-4-yl)azepan-2-yl]-4-methoxy-N-methyl-benzamide NC1=NC(=CC(=N1)N1[C@H](CCCCC1)C=1C=C(C(=O)NC)C=CC1OC)C